C12CNCC2C1/C=C/C=1C(=NOC1C1CC1)C1=C(C=NC=C1Cl)Cl (E)-4-(2-(3-azabicyclo[3.1.0]hex-6-yl)vinyl)-5-cyclopropyl-3-(3,5-dichloropyridin-4-yl)isoxazole